CN1N=C(C(=C1)C=1C(=NC(=NC1)C=1C=NNC1)C(=O)N)C1=NC=CC=C1 (1-methyl-3-(pyridin-2-yl)-1H-pyrazol-4-yl)-2-(1H-pyrazol-4-yl)pyrimidine-4-carboxamide